2-((5-(7-(4-(((1S,4S)-2,5-diazabicyclo[2.2.1]heptane-2-yl)sulfonyl)benzyl)-2,7-diazaspiro[3.5]nonan-2-yl)-1,2,4-triazin-6-yl)oxy)-5-fluoro-N,N-diisopropylbenzamide hydrochloride Cl.[C@@H]12N(C[C@@H](NC1)C2)S(=O)(=O)C2=CC=C(CN1CCC3(CN(C3)C=3N=CN=NC3OC3=C(C(=O)N(C(C)C)C(C)C)C=C(C=C3)F)CC1)C=C2